FC1(NCC1)F 2,2-difluoroazetidine